O=C([C@@H]([C@@H](O)[C@H](O)[C@H](O)CO)[3H])[3H] 2-[1,2-3H]Deoxy-D-glucose